bis(methoxymethoxy)-1,1-biphenyl COCOC1=CC=C(C=C1)C1=CC=C(C=C1)OCOC